1-fluoro-norbornane FC12CCC(CC1)C2